(5-(2-(2,5-dioxo-2,5-dihydro-1H-pyrrol-1-yl)acetamido)pentyl)cyclobutane-1,1-dicarboxamide O=C1N(C(C=C1)=O)CC(=O)NCCCCCC1C(CC1)(C(=O)N)C(=O)N